BrC1=C2C(=CN=C1NC1CCC(CC1)N([C@@H]1COCC1)C)OC(=C2\C=C\OCC)C#N (S,E)-4-bromo-3-(2-ethoxyvinyl)-5-((4-(methyl(tetrahydrofuran-3-yl)amino)cyclohexyl)amino)furo[2,3-c]pyridine-2-carbonitrile